6-azidohexanyl-biotin Tert-butyl-2-((1s,3s)-3-hydroxy-2'-oxospiro[cyclobutane-1,3'-pyrrolo[2,3-c]pyridin]-1'(2'H)-yl)acetate C(C)(C)(C)C(C(=O)O)N1C(C2(C=3C1=CN=CC3)CC(C2)O)=O.N(=[N+]=[N-])CCCCCCC(C(O)=O)CCC[C@@H]2SC[C@@H]3NC(=O)N[C@H]23